COC(=O)C1=CC=CC=C1C2=C3C=CC(=[NH2+])C=C3OC4=C2C=CC(=C4)N The molecule is a cationic fluorescent dye derived from 9-phenylxanthene. It has a role as a fluorochrome. It is an organic cation and a xanthene dye.